CC1CN(CCN1C)CCNC(=O)C=1C=C2C(=C(N(C2=CC1)C)C)C N-(2-(3,4-Dimethylpiperazin-1-yl)ethyl)-1,2,3-trimethyl-1H-indole-5-carboxamide